N-({4-[(dimethylamino)methyl]oxazin-4-yl}methyl)-4H,5H,6H,7H,8H,9H-cycloocta[b]thiophene-2-carboxamide CN(C)CC1(C=NOC=C1)CNC(=O)C1=CC2=C(S1)CCCCCC2